(S)-2-amino-3-(5-dihydroxyboryl-3-methylpyridin-2-yl)propionic acid N[C@H](C(=O)O)CC1=NC=C(C=C1C)B(O)O